C1(=CC=CC=C1)C1CCC=2N1N=C(C2)C(=O)O 6-phenyl-5,6-dihydro-4H-pyrrolo[1,2-b]pyrazole-2-carboxylic acid